CC1(C=NC2=C3C(=CC=C12)C=CC=C3)C 3,3-dimethyl-3H-benzo[g]indole